FC1=C(C(=CC=2C(COC21)C)C(=O)O)NC2=C(C=C(C=C2)I)F 7-fluoro-6-((2-fluoro-4-iodophenyl)amino)-3-methyl-2,3-dihydrobenzofuran-5-carboxylic acid